triethylammoniosulfonyl-methanimidate C(C)[N+](S(=O)(=O)C([O-])=N)(CC)CC